FC=1C=C2C(=CNC(C2=CC1F)=O)[C@H](C)N(C(=O)NC1=CC(=C(C=C1)F)C)C (S)-1-(1-(6,7-difluoro-1-oxo-1,2-dihydroisoquinolin-4-yl)ethyl)-3-(4-fluoro-3-methylphenyl)-1-methylurea